(2-bromo-1,1-difluoroethyl)-3-nitro-1H-pyrazole BrCC(F)(F)N1N=C(C=C1)[N+](=O)[O-]